2-([6-[(5-chloro-2-[4-[2-(piperidin-4-yl)propan-2-yl]piperazin-1-yl]pyrimidin-4-yl)amino]-1-methyl-2-oxoquinolin-3-yl]oxy)-N-methylacetamide ClC=1C(=NC(=NC1)N1CCN(CC1)C(C)(C)C1CCNCC1)NC=1C=C2C=C(C(N(C2=CC1)C)=O)OCC(=O)NC